C1(C2=CC3=C(C=CC=4C=5C=CC=CC5NC34)N=C2C=CC1=O)=O quinocarbazoledione